2-[2-(aminomethyl)-3,3-difluoro-allyl]-4-[5-(1-ethylpyrazol-4-yl)-3-methyl-2-pyridyl]-1,2,4-triazol-3-one NCC(CN1N=CN(C1=O)C1=NC=C(C=C1C)C=1C=NN(C1)CC)=C(F)F